3-(2-amino-5-(trifluoromethyl)pyrimidin-4-yl)-1H-indole-1-carboxylic acid tert-butyl ester C(C)(C)(C)OC(=O)N1C=C(C2=CC=CC=C12)C1=NC(=NC=C1C(F)(F)F)N